tert-butyl (S)-4-amino-3,3-difluoropiperidine-1-carboxylate N[C@@H]1C(CN(CC1)C(=O)OC(C)(C)C)(F)F